4-bromo-2,6-diisopropylphenol BrC1=CC(=C(C(=C1)C(C)C)O)C(C)C